C(C=C)(=O)NC1=C(C(=O)O)C=CC=C1 N-acryloyl-aminobenzoic acid